ClC=1C=C(C=CC1F)C1=C(C=C2C(NC(NC2=C1SC[C@@H](CO)OCCOC)=O)=O)C(F)(F)F (R)-7-(3-chloro-4-fluorophenyl)-8-((3-hydroxy-2-(2-methoxyethoxy)propyl)thio)-6-(trifluoromethyl)quinazoline-2,4(1H,3H)-dione